1-tetradecanoyl-2-heneicosanoyl-glycero-3-phospho-(1'-sn-glycerol) CCCCCCCCCCCCCCCCCCCCC(=O)O[C@H](COC(=O)CCCCCCCCCCCCC)COP(=O)(O)OC[C@H](CO)O